N=1C=CN2C1C=CC(=C2)C2=CNC=1N=C(N=CC12)CCC(F)(F)F 5-(imidazo[1,2-a]pyridin-6-yl)-2-(3,3,3-trifluoropropyl)-7H-pyrrolo[2,3-d]pyrimidine